S1C=NC2=C1C=CC(=C2)NC2=CC=NC1=CC=C(C=C21)C2=C(C=C(C=C2)C(=O)N2CCCC2)F (4-(4-(benzo[d]thiazol-5-ylamino)quinolin-6-yl)-3-fluorophenyl)(pyrrolidin-1-yl)methanone